F[C@@H]1C[C@@H]2CCC(N2C1)(C)C (2R,7aS)-2-fluoro-5,5-dimethyltetrahydro-1H-pyrrolizin